ethyl 2-(2-((5-(3-(aminomethyl)phenyl)benzofuran-3-yl)methoxy)-4-bromophenyl)acetate NCC=1C=C(C=CC1)C=1C=CC2=C(C(=CO2)COC2=C(C=CC(=C2)Br)CC(=O)OCC)C1